CN(C)C(=O)C(=O)O N,N-DIMETHYLOXAMIC ACID